NC1=C2C(=NC=N1)N(N=C2C2=CC(=C(C=C2)F)OC)C(C)C=2OC1=CC=CC=C1C(C2C2=CC(=CC=C2)F)=O 2-(1-(4-amino-3-(4-fluoro-3-methoxyphenyl)-1H-pyrazolo[3,4-d]pyrimidin-1-yl)ethyl)-3-(3-fluorophenyl)-4H-chromen-4-one